COC(C1=C(C=C(C(=C1)N1CCC2(CC(C2)=O)CC1)Br)[N+](=O)[O-])=O 4-bromo-2-nitro-5-(2-oxo-7-azaspiro[3.5]non-7-yl)benzoic acid Methyl ester